2-cyclobutyl-6-(4-methoxybenzyl)-8-(morpholin-4-yl)-2,6-dihydroimidazo[1,2-c]pyrido[2,3-e]pyrimidin-5(3H)-one C1(CCC1)C1N=C2N(C(N(C3=C2N=CC(=C3)N3CCOCC3)CC3=CC=C(C=C3)OC)=O)C1